FC=1C=C(CN2C(C3=C(C=C(C=C3CC2)OC)OC)=O)C=CC1 2-(3-Fluorobenzyl)-6,8-dimethoxy-3,4-dihydroisoquinolin-1(2H)-one